N-ethyl-3-(4-(hydroxymethyl)-5-methylthiazol-2-yl)-N-methylpropanamide C(C)N(C(CCC=1SC(=C(N1)CO)C)=O)C